methyl (2S)-2-[4-bromo-2-(4-ethoxy-4,5-dihydroisoxazol-3-yl)phenoxy]-3-methylbutanoate BrC1=CC(=C(O[C@H](C(=O)OC)C(C)C)C=C1)C1=NOCC1OCC